1-acryloyl-4-(3-(4-fluorophenyl)propionyl)piperazin-2-one C(C=C)(=O)N1C(CN(CC1)C(CCC1=CC=C(C=C1)F)=O)=O